C(C1=CC=CC=C1)OC(=O)N[C@H](C(=O)O)C(C)(C)C (S)-2-(((benzyloxy)carbonyl)amino)-3,3-dimethylbutyric acid